C(CCC)N1[C@@H]2CCC3=C([C@H]2C=2C=C(C(=CC2C1)Cl)O)C=C(C(=C3)O)O (6aR,12bS)-(+)-N-butyl-3-chloro-2,10,11-trihydroxy-5,6,6a,7,8,12b-hexahydrobenzo[a]phenanthridine